(2E)-N-(5-chloro-2-methylpyridin-3-yl)-3-(3-methyl-1H-indazol-6-yl)prop-2-enamide ClC=1C=C(C(=NC1)C)NC(\C=C\C1=CC=C2C(=NNC2=C1)C)=O